The molecule is a perchlorometallate anion having six chlorines and palladium(IV) as the metal component. It is a perchlorometallate anion and a palladium coordination entity. Cl[Pd-2](Cl)(Cl)(Cl)(Cl)Cl